C(#N)C=1C=C(CN2CC3=C(CC2)C(=C(S3)NC(=O)NCCCCN3CCCC3)C(=O)N)C=CC1 6-(3-cyanobenzyl)-2-{3-[4-(pyrrolidin-1-yl)butyl]ureido}-4,5,6,7-tetrahydrothieno[2,3-c]pyridine-3-carboxamide